1-heptadecanoyl-2-(7Z,10Z,13Z,16Z-docosatetraenoyl)-glycero-3-phospho-(1'-sn-glycerol) CCCCCCCCCCCCCCCCC(=O)OC[C@H](COP(=O)(O)OC[C@H](CO)O)OC(=O)CCCCC/C=C\C/C=C\C/C=C\C/C=C\CCCCC